CN1C=CC=2C1=NC(=CC2C(C)N2CCCC2)C=2C=C1CN(C(C1=CC2)=O)C2C(NC(CC2)=O)=O 3-(5-(1-methyl-4-(1-(pyrrolidin-1-yl)ethyl)-1H-pyrrolo[2,3-b]pyridin-6-yl)-1-oxoisoindolin-2-yl)piperidine-2,6-dione